FC=1C=CC(=NC1)C1=NN(C=C1C1=CC=NC2=CC(=NC=C12)OC)C 4-[3-(5-fluoro-2-pyridinyl)-1-methyl-pyrazol-4-yl]-7-methoxy-1,6-naphthyridine